N-(1,3-benzodioxol-4-ylmethyl)-1-phenyl-methanamine O1COC2=C1C=CC=C2CNCC2=CC=CC=C2